7-isopropoxy-2-(1-(methoxymethyl)-2-oxabicyclo[2.1.1]hex-4-yl)imidazo[1,2-a]pyrimidine-6-carboxylic acid C(C)(C)OC1=NC=2N(C=C1C(=O)O)C=C(N2)C21COC(C2)(C1)COC